C(C(C)C)N1C(C(=CC(=C1)C=1NC2=CC=C(C=C2C1C(C)C)C1CCN(CC1)CC(C)C)C)=O 1-isobutyl-5-(5-(1-isobutylpiperidin-4-yl)-3-isopropyl-1H-indol-2-yl)-3-methylpyridin-2(1H)-one